C(CCC)C1O[Te]CCC1 n-butyltelluroxane